(2-pyrimidinylmethyl)-4-thiazolecarboxamide N1=C(N=CC=C1)CC=1SC=C(N1)C(=O)N